methyl 4-(benzylamino)-3-cyano-benzoate C(C1=CC=CC=C1)NC1=C(C=C(C(=O)OC)C=C1)C#N